N1,N5-bis(3-((2,6-dioxopiperidin-3-yl)carbamoyl)phenyl)glutaramide O=C1NC(CCC1NC(=O)C=1C=C(C=CC1)NC(CCCC(=O)NC1=CC(=CC=C1)C(NC1C(NC(CC1)=O)=O)=O)=O)=O